2-(2-(6-methylpyridin-2-yl)-2,4,5,6-tetrahydrocyclopenta[c]pyrazol-3-yl)thieno[2,3-c]pyridine CC1=CC=CC(=N1)N1N=C2C(=C1C1=CC=3C(=CN=CC3)S1)CCC2